2-(5-((4-chlorophenyl)(hydroxy)methyl)-2-((S)-3-(3-chloropyridin-2-yloxy)pyrrolidin-1-yl)phenyl)ethanol ClC1=CC=C(C=C1)C(C=1C=CC(=C(C1)CCO)N1C[C@H](CC1)OC1=NC=CC=C1Cl)O